COCC[Sn] methoxyethyltin